2-amino-N-((1R)-1-(3-hydroxyphenyl)ethyl)-3-methyl-N-((5-(trifluoromethyl)-2-pyridinyl)methyl)-6-quinolinecarboxamide NC1=NC2=CC=C(C=C2C=C1C)C(=O)N(CC1=NC=C(C=C1)C(F)(F)F)[C@H](C)C1=CC(=CC=C1)O